C(=O)O.ClC1=C(C=CC(=C1)NC=1C=2N(C=CN1)C(=CN2)C=2C(=NNC2)C(F)(F)F)C=O (2-chloro-4-((3-(3-(trifluoromethyl)-1H-pyrazol-4-yl)imidazo[1,2-a]pyrazin-8-yl)amino)phenyl)methanone formate